5-bromonaphtho[2,1-b]-benzofuran BrC1=CC=2OC3=C(C2C=2C=CC=CC12)C=CC=C3